C1(CC1)N(C(=O)C1=NOC2=C1CNCC2)C N-cyclopropyl-N-methyl-4,5,6,7-tetrahydroisoxazolo[4,5-c]pyridine-3-carboxamide